CN1N=NC(=C1NC(O[C@H](C)C1=C(C=CC=C1)C(F)(F)F)=O)C1=NC(=C(C=C1)[N+](=O)[O-])C (R)-1-(2-(trifluoromethyl)phenyl)ethyl (1-methyl-4-(6-methyl-5-nitropyridin-2-yl)-1H-1,2,3-triazol-5-yl)carbamate